FC(C=1C=C(C=C(C1)C(F)(F)F)[B-](C1=CC(=CC(=C1)C(F)(F)F)C(F)(F)F)(C1=CC(=CC(=C1)C(F)(F)F)C(F)(F)F)C1=CC(=CC(=C1)C(F)(F)F)C(F)(F)F)(F)F.C(CCC)[NH+](CCCC)CCCC tri(n-butyl)ammonium tetrakis(3,5-bistrifluoromethyl-phenyl)borate